O1CCC(CC1)CC=O tetrahydro-2H-pyran-4-ylacetaldehyde